COC([C@@H](NC(=O)OCC1=CC=CC=C1)CO)=O N-Benzyloxycarbonyl-L-serine methyl ester